(R)-N-(1-(3-(2-(4-(3-chlorophenyl)piperazin-1-yl)ethyl)-1-oxo-2-oxa-8-azaspiro[4.5]decan-8-yl)-2-methyl-1-oxopropan-2-yl)pivalamide ClC=1C=C(C=CC1)N1CCN(CC1)CC[C@@H]1OC(C2(C1)CCN(CC2)C(C(C)(C)NC(C(C)(C)C)=O)=O)=O